4'-[(4-{3-(cyanomethyl)-3-[4-(7H-pyrrolo[2,3-d]pyrimidin-4-yl)-1H-pyrazol-1-yl]azetidin-1-yl}piperidin-1-yl)carbonyl]-2'-fluorobiphenyl-3-carbonitrile C(#N)CC1(CN(C1)C1CCN(CC1)C(=O)C1=CC(=C(C=C1)C1=CC(=CC=C1)C#N)F)N1N=CC(=C1)C=1C2=C(N=CN1)NC=C2